1-[2-[4-(7-methoxy-2-oxo-4,5-dihydro-1H-1,3-benzodiazepin-3-yl)-1-piperidyl]-2-oxo-ethyl]pyrimidine-2,4-dione COC=1C=CC2=C(CCN(C(N2)=O)C2CCN(CC2)C(CN2C(NC(C=C2)=O)=O)=O)C1